C(C(NCCOCCOCCONCOCCCC(CC(=O)[O-])C(=O)[O-])C(=O)[O-])C(=O)[O-] 6,9,12,15-tetraoxa-3,13-diazaicosane-1,2,19,20-tetracarboxylate